FC=1C=C(CN2CC=3C(N(C=4N=CC=CC4C3CC2)CC2=CC=C(C=C2)Cl)=O)C=CC1 3-(3-Fluorobenzyl)-6-(4-chlorobenzyl)-2,3,4,6-tetrahydropyrido[3,4-c][1,8]naphthyridine-5(1H)-one